CNC1CCC2=NC(=CC=C21)C(F)(F)F n-methyl-2-(trifluoromethyl)-6,7-dihydro-5H-cyclopenta[b]pyridin-5-amine